(3R,4R,5S)-4-acetamido-5-amino-3-(1-ethylpropoxy)-1-cyclohexenecarboxylate C(C)(=O)N[C@H]1[C@@H](C=C(C[C@@H]1N)C(=O)[O-])OC(CC)CC